methanearsonate C[As]([O-])(=O)[O-]